[Ti].C(C)CC(CC(=O)O)=O (ethylacetoacetic acid) titanium